N,N'-di-p-tolyl-carbodiimide C1(=CC=C(C=C1)N=C=NC1=CC=C(C=C1)C)C